NC1=C2C(=NC=N1)N(N=C2C#CC2=CC1=C(N(C=N1)C1CC1)C=C2Cl)[C@@H]2CN(CC2)C(C=C)=O 1-[(3S)-3-{4-Amino-3-[2-(6-chloro-1-cyclopropyl-1,3-benzodiazol-5-yl)ethynyl]pyrazolo[3,4-d]pyrimidin-1-yl}pyrrolidin-1-yl]prop-2-en-1-one